FC1=C(C=CC(=C1)F)OC1=CC=C(C=C1)OC 2,4-difluoro-1-(4-methoxyphenoxy)benzene